ClC1=C(OC(C(=O)OCC)(C)C)C(=CC(=C1)CN1C(N(CC1=O)C1=CC=C(C=C1)C(F)(F)F)=O)Cl Ethyl 2-(2,6-dichloro-4-((2,5-dioxo-3-(4-(trifluoromethyl) phenyl) imidazolidin-1-yl) methyl) phenoxy)-2-methylpropionate